5-Ethyl-6-fluoro-4-(8-fluoro-2-(((2R,7aS)-2-fluorotetrahydro-1H-pyrrolizin-7a(5H)-yl)methoxy)-4-((S)-5-methyl-1,4-oxazepan-4-yl)pyrido[4,3-d]pyrimidin-7-yl)naphthalen-2-ol C(C)C1=C2C(=CC(=CC2=CC=C1F)O)C1=C(C=2N=C(N=C(C2C=N1)N1CCOCC[C@@H]1C)OC[C@]12CCCN2C[C@@H](C1)F)F